C(#N)C1=CC(=NC(=C1)C)N1C=C(C2=C1N=CN=C2N2C[C@H](N(C[C@@H]2C)C(=O)OC(C)(C)C)C)C(F)(F)F tert-butyl (2R,5S)-4-(7-(4-cyano-6-methylpyridin-2-yl)-5-(trifluoromethyl)-7H-pyrrolo[2,3-d]pyrimidin-4-yl)-2,5-dimethylpiperazine-1-carboxylate